O-(but-3-en-2-yl)hydroxylamine hydrochloride Cl.CC(C=C)ON